FC=1C=C(C=C(C1NS(=O)(=O)CCC(F)(F)F)F)C1=NC=2C=NC(=NC2N(C1=O)C(C)C)NC1CC(C(CC1)NC(OC(C)(C)C)=O)F tert-Butyl (4-((6-(3,5-difluoro-4-((3,3,3-trifluoropropyl)sulfonamido)phenyl)-8-isopropyl-7-oxo-7,8-dihydropteridin-2-yl)amino)-2-fluorocyclohexyl)carbamate